C1([C@@H](O)[C@@H](O)[C@H](O)[C@H](O1)CO)S mannosyl thiol